benzyl 2-bromo-2-(4-chloro-2-methoxyphenyl)acetate BrC(C(=O)OCC1=CC=CC=C1)C1=C(C=C(C=C1)Cl)OC